OC(C(=O)N1CCN(CC1)C=1C=CC(=C(C1)C=1C(NC(C1C1=CNC2=CC=CC=C12)=O)=O)C(F)(F)F)(C)C 3-[5-[4-(2-Hydroxy-2-methyl-1-oxopropyl)-1-piperazinyl]-2-(trifluoromethyl)phenyl]-4-(1H-indol-3-yl)-1H-pyrrole-2,5-dione